N[C@H](CCC(=O)OC)C(N[C@@H](C(C)C)C(N[C@@H](CCCNC(N)=O)C(NC1=CC=C(C=C1)CO)=O)=O)=O Methyl (4R)-4-amino-4-{[(1S)-1-{[(1S)-4-(carbamoylamino)-1-{[4-(hydroxymethyl) phenyl]carbamoyl}butyl]carbamoyl}-2-methylpropyl]carbamoyl}butanoate